2-oxo-N-[(1s,4s)-4-{[6-chloro-2-(trifluoromethyl)quinolin-4-yl]amino}cyclohexyl]-2,3-dihydropyridine-4-carboxamide O=C1N=CC=C(C1)C(=O)NC1CCC(CC1)NC1=CC(=NC2=CC=C(C=C12)Cl)C(F)(F)F